NCC1=CC(=C(C=C1)C1=C(C=CC=C1)F)NS(=O)(=O)C1=CC=C(C=C1)F N-(4-(aminomethyl)-2'-fluoro-[1,1'-biphenyl]-2-yl)-4-fluorobenzenesulfonamide